CC(=CCC1=C(C=CC(=C1)C(=O)O)[O-])C The molecule is a member of the class of benzoates obtained by deprotonation of the carboxy group of any 4-hydroxy-3-polyprenylbenzoic acid; major species at pH 7.3. It is a conjugate base of a 4-hydroxy-3-polyprenylbenzoic acid.